BrC1=CC=CC=2OC(OC21)(C)C2=C(C=C(C#N)C=C2)F 4-(4-Bromo-2-methylbenzo[d][1,3]dioxol-2-yl)-3-fluorobenzonitrile